ClC1=C(C=C(C=C1N)C)NC(CC1=NC=CN=C1)C 2-chloro-5-methyl-N1-(1-(pyrazin-2-yl)propan-2-yl)benzene-1,3-diamine